FC(C1=NN=C(O1)C1=CC=C(CN(S(=O)(=O)C2CCN(CC2)C(=O)OC(C)(C)C)C2=CC=CC=C2)C=C1)F tert-butyl 4-(N-(4-(5-(difluoromethyl)-1,3,4-oxadiazol-2-yl)benzyl)-N-phenylsulfamoyl)piperidine-1-carboxylate